COCCOC(C(=O)O)CC (2-methoxyethoxy)butyric acid